FC1(CC(C1)N(C(=O)C1=C(OC=2C(=NC=NC2)N2CC3(C2)CCN(CC3)C[C@@H]3CCCCO3)C=CC(=C1)F)C(C)C)F (3R,6S)-6-((2-(5-(2-((3,3-difluorocyclobutyl)(isopropyl)carbamoyl)-4-fluorophenoxy)pyrimidin-4-yl)-2,7-diazaspiro[3.5]nonan-7-yl)methyl)tetrahydro-2H-pyran